(E)-2-(3,5-difluorostyryl)-4,4,5,5-tetramethyl-1,3,2-dioxaborolane FC=1C=C(/C=C/B2OC(C(O2)(C)C)(C)C)C=C(C1)F